BrC=1C(=C(C(=C(C1F)F)Br)N)N 3,6-dibromo-4,5-difluoro-1,2-phenylenediamine